FC(C(=O)NC=1C=NC(=CC1)/C(/C)=N/OC1=CC=C(C=C1)C(F)(F)F)=C (E)-2-fluoro-N-(6-(1-((4-(trifluoromethyl)phenoxy)imino)ethyl)pyridin-3-yl)acrylamide